(S)-5-((S)-2-acetamido-5-((amino (imino) methyl) amino) pentanamido)-6-(((S)-1-amino-3-(4-benzoylphenyl)-1-oxopropan-2-yl) amino)-6-oxohexanoate C(C)(=O)N[C@H](C(=O)N[C@@H](CCCC(=O)[O-])C(=O)N[C@H](C(=O)N)CC1=CC=C(C=C1)C(C1=CC=CC=C1)=O)CCCNC(=N)N